CN1C(N(C2=NC(=NC=C12)S(=O)(=O)C)C1CC(C1)C#N)=O 3-(7-methyl-2-(methylsulfonyl)-8-oxo-7,8-dihydro-9H-purin-9-yl)cyclobutane-1-carbonitrile